CC12C(=C(C=C(C1C1C(COCC3C2O3)O1)C)O)C=1C(=CC(=CC1C)C)O 3,3',5,5'-tetramethylbiphenoldiglycidyl ether